5-chloro-1-cyclopropyl-1H-pyrrolo[3,2-b]pyridine-7-carbaldehyde ClC1=CC(=C2C(=N1)C=CN2C2CC2)C=O